FC=1C=2C3=C(C(NC3=CC1)=C=O)C=C(C2)CN2CC(CCC2)C 6-fluoro-4-((3-methylpiperidin-1-yl)methyl)-2-carbonylbenzo[cd]indole